5-nitro-1-((4-(trifluoromethyl)phenyl)sulfonyl)indole [N+](=O)([O-])C=1C=C2C=CN(C2=CC1)S(=O)(=O)C1=CC=C(C=C1)C(F)(F)F